C([C@@H]1[C@H]([C@H](C(O1)NC(=O)C[NH3+])O)O)OP(=O)([O-])[O-] The molecule is conjugate base of N(1)-(5-phospho-D-ribosyl)glycinamide. It has a role as a human metabolite and a Saccharomyces cerevisiae metabolite. It is a conjugate base of a N(1)-(5-phospho-D-ribosyl)glycinamide.